FC1(C(C1)C=1C(=C(C=C(C1)N1C[C@H](OCC1)C)N1C(N(C(=C1)C(F)(F)F)CC=1C=NN(C1)CC)=O)F)F 1-{3-(2,2-difluorocyclopropyl)-2-fluoro-5-[(2R)-2-methylmorpholin-4-yl]phenyl}-3-[(1-ethyl-1H-pyrazol-4-yl)methyl]-4-(trifluoromethyl)-1,3-dihydro-2H-imidazol-2-one